C(C)(C)(C)OC(COCCOCCOCCCC1=CC=C(C(=O)C(C(=O)OC)CCC2=CC=C(C=C2)F)C=C1)=O methyl 2-{4-[3-(2-{2-[2-(tert-butoxy)-2-oxoethoxy]ethoxy}ethoxy)propyl]benzoyl}-4-(4-fluorophenyl)butanoate